C[C@H]1C(C(N(C1)C=1C=C2C(=NC=NC2=CC1)NC1=CC(=C(C=C1)CC1=CC2=C(N(C=N2)C)C=C1)C)=O)=C (4S)-4-methyl-1-[4-({3-methyl-4-[(1-methyl-1,3-benzodiazol-5-yl)methyl]phenyl}amino)quinazolin-6-yl]-3-methylidenepyrrolidin-2-one